tri-n-octylurea C(CCCCCCC)NC(N(CCCCCCCC)CCCCCCCC)=O